CC1([C@@H]2CC[C@]3([C@H]([C@H](CC[C@@]13O)C)C2)C)C (-)-(1R,3R,6S,7S,8S)-2,2,6,8-tetramethyl-tricyclo[5.3.1.03,8]undecan-3-ol